Trans-(5-(4-amino-5-(2-fluoro-4-phenoxyphenyl)imidazo[5,1-f][1,2,4]triazin-7-yl)tetrahydro-2H-pyran-2-yl)methanol NC1=NC=NN2C1=C(N=C2[C@H]2CC[C@@H](OC2)CO)C2=C(C=C(C=C2)OC2=CC=CC=C2)F